OC=1C(=C(C(=CC1)C)N1C=NC2=C(C1=O)C=C(N2)C2=CN=NC(=C2)C)C 3-(3-Hydroxy-2,6-dimethylphenyl)-6-(6-methylpyridazin-4-yl)-3,7-dihydro-4H-pyrrolo[2,3-d]pyrimidin-4-one